((1R,3R)-3-((tert-butyldimethylsilyl)oxy)-8-(4-cyano-6-methylpyrimidin-2-yl)-8-azaspiro[4.5]decan-1-yl)carbamic acid tert-butyl ester C(C)(C)(C)OC(N[C@@H]1C[C@@H](CC12CCN(CC2)C2=NC(=CC(=N2)C#N)C)O[Si](C)(C)C(C)(C)C)=O